pentazole sodium [Na].N1N=NN=N1